N1(N=CC=C1)C1=CC=C(C=N1)N1C(N(C2=C(C1=O)C(=C(S2)C2=CC=C(C=C2)N)CN(C)C)CC2=C(C=CC=C2F)F)=O 3-(6-(1H-pyrazol-1-yl)pyrid-3-yl)-1-(2,6-difluorobenzyl)-5-((dimethyl-amino)methyl)-6-(4-aminophenyl)thieno[2,3-d]pyrimidine-2,4(1H,3H)-dione